ClC1=C(C#N)C=CC(=C1C)N1CC2(CC1)CCN(CC2)C2=CC=C(C=C2)C(=O)N2CCC(CC2)CN2CCN(CC2)C2=CC(=CC=C2)N[C@H]2C(NC(CC2)=O)=O (R)-2-Chloro-4-(8-(4-(4-((4-(3-((2,6-dioxopiperidin-3-yl)amino)phenyl)piperazin-1-yl)methyl)piperidine-1-carbonyl)phenyl)-2,8-diazaspiro[4.5]decan-2-yl)-3-methylbenzonitrile